C(C)S(=O)(=O)N[C@@H]1[C@@H](N(C[C@@H]1F)C(=O)N(C)C)CC=1C(=C(C=CC1)C1=CC(=CC(=C1)F)F)F (2S,3R,4S)-3-[(ethanesulfonyl)amino]-4-fluoro-N,N-dimethyl-2-[(2,3',5'-trifluoro[1,1'-biphenyl]-3-yl)methyl]pyrrolidine-1-carboxamide